2-(6-(((1R,3s,5S)-8-azabicyclo[3.2.1]octan-3-yl)(methyl)amino)pyridazin-3-yl)-5-(3-methylisoxazol-5-yl)phenol [C@H]12CC(C[C@H](CC1)N2)N(C2=CC=C(N=N2)C2=C(C=C(C=C2)C2=CC(=NO2)C)O)C